2-Ethylhexylvinylether C(C)C(COC=C)CCCC